3-{4-[(4-methoxy-3-pyridyl)[p-(trifluoromethyl)phenyl]amino]-1-piperidyl}bicyclo[1.1.1]pentane-1-carbonitrile COC1=C(C=NC=C1)N(C1CCN(CC1)C12CC(C1)(C2)C#N)C2=CC=C(C=C2)C(F)(F)F